ClC=1C=CC(=C(C1)C1=NN(C=C1NC(=O)C=1C=NN2C1N=CC=C2)CC(=O)N2C(CCC2)C(C)C)OC N-(3-(5-chloro-2-methoxyphenyl)-1-(2-(2-isopropylpyrrolidin-1-yl)-2-oxoethyl)-1H-pyrazol-4-yl)pyrazolo[1,5-a]pyrimidine-3-carboxamide